C(N)(=O)C1=NN(C(=C1)C)C=1C=C2C=CN(C2=CC1)CC1=CC=C(C=C1)C1=CCN(C(C1)(C)C)C(=O)OC(C)(C)C tert-butyl 4-(4-((5-(3-carbamoyl-5-methyl-1H-pyrazol-1-yl)-1H-indol-1-yl) methyl) phenyl)-6,6-dimethyl-5,6-dihydropyridine-1(2H)-carboxylate